COC(C(C)(C)C1=C(C=CC=C1)O)=O 2-(2-hydroxyphenyl)-2-methylpropanoic acid methyl ester